O=C1N(CCC(N1)=O)C1=NN(C2=CC(=C(C=C12)F)[C@H]1C(CN(CC1)C(=O)OC(C)(C)C)(F)F)C tert-butyl (4S)-4-[3-(2,4-dioxohexahydropyrimidin-1-yl)-5-fluoro-1-methyl-indazol-6-yl]-3,3-difluoro-piperidine-1-carboxylate